Cl.FC1=C(C=C(C=C1)NC(=O)C=1N(C=C2C1OC[C@]1([C@@H](NS2(=O)=O)CNC1)C)C)C (3aR,10aR)-N-(4-fluoro-3-methylphenyl)-7,10a-dimethyl-2,3,3a,4,10,10a-hexahydro-1H,7H-dipyrrolo[3,4-b:3',4'-f][1,4,5]oxathiazocine-8-carboxamide 5,5-dioxide hydrochloride